C(CCCCCC(C)(C)C)(=O)OOC(CCCCCC(C)(C)C)=O bis(neodecanoyl)peroxide